3-[7-Chloro-8-(trifluoromethyl)-4H-[1,2,4]triazolo[4,3-a][1,4]benzodiazepine-6-Yl]-4-fluoro-phenol ClC1=C(C=CC2=C1C(=NCC=1N2C=NN1)C=1C=C(C=CC1F)O)C(F)(F)F